CC1=NC2=C(C=CC=C2C(N1C1C(NC(CC1)=O)=O)=O)NCC1=CC=C(C=C1)CN1CCCCC1 3-(2-methyl-4-oxo-8-((4-(piperidin-1-ylmethyl)benzyl)amino)quinazolin-3(4H)-yl)piperidine-2,6-dione